ClC1=C(C=C(\C=C/2\C(NC3=C(S2)C=CC(=C3)S(=O)(=O)CC3=C(C=CC=C3OC)OC)=O)C=C1)[N+](=O)[O-] (Z)-2-(4-chloro-3-nitrobenzylidene)-6-((2,6-dimethoxybenzyl)sulfonyl)-2H-benzo[b][1,4]thiazin-3(4H)-one